FC(C=1N=COC1C(=O)N1[C@@H](C2=C(CC1)NC=N2)C2=NN1C(C=CC=C1C)=C2)F (S)-(4-(difluoromethyl)oxazol-5-yl)(4-(7-methylpyrazolo[1,5-a]pyridin-2-yl)-6,7-dihydro-1H-imidazo[4,5-c]pyridin-5(4H)-yl)methanone